n-hexadecyltrichlorosilane CCCCCCCCCCCCCCCC[Si](Cl)(Cl)Cl